FC1=CC=C(C=C1)[C@H](C(=O)NC1=NC=CC(=C1)C1=C(C2=NC=CC=C2N1)C1=CC=CC=C1)C (2R)-2-(4-fluorophenyl)-N-[4-(3-phenyl-1H-pyrrolo[3,2-b]pyridin-2-yl)pyridin-2-yl]propanamide